O.O.S1(=O)(=O)NC(=O)C2=CC=CC=C12.[Na] Sodium Saccharin dihydrate